ClC=1N=C(C2=C(N1)C(=C(N=C2)Cl)F)N2C[C@@H](CC2)F (R)-2,7-dichloro-8-fluoro-4-(3-fluoropyrrolidin-1-yl)pyrido[4,3-d]pyrimidine